[Si](C)(C)(C(C)(C)C)OC1=CC=C2C=CC=C(C2=C1)C1(CC1)NC(C1=C(C=CC(=C1)OCC1N(CC1)C)C)=O N-(1-(7-((tert-Butyldimethylsilyl)oxy)naphthalen-1-yl)cyclopropyl)-2-methyl-5-((1-methylazetidin-2-yl)methoxy)benzamide